OCC(CO)(CO)NCCCCS(=O)(=O)O 4-[[1,3-dihydroxy-2-(hydroxymethyl)propan-2-yl]amino]butane-1-sulfonic acid